(3S,4S)-8-(5-((3-chloro-2-methoxypyridin-4-yl)thio)-3-(methylsulfinyl)pyrazin-2-yl)-3-methyl-2-oxa-8-azaspiro[4.5]decan-4-amine ClC=1C(=NC=CC1SC=1N=C(C(=NC1)N1CCC2([C@@H]([C@@H](OC2)C)N)CC1)S(=O)C)OC